1,3-dichloro-6,7,8,9-tetrahydro-5H-cyclohepta[c]pyridine-4-carbonitrile ClC1=NC(=C(C2=C1CCCCC2)C#N)Cl